C(C)N1C(CNC=2C1=NC(=CN2)C=2C=C1C(=NC2)NC=C1)=O 1-ethyl-7-(1H-pyrrolo[2,3-b]pyridin-5-yl)-3,4-dihydropyrazino[2,3-b]pyrazin-2(1H)-one